2-(6-bromo-1',1'-difluoro-1-oxo-spiro[3H-isoquinoline-4,2'-cyclopropane]-2-yl)acetic acid BrC=1C=C2C(=CC1)C(N(CC21C(C1)(F)F)CC(=O)O)=O